BrC=1C(=NN(C1)CC1=NC=C(C#N)C=C1)[N+](=O)[O-] 6-((4-bromo-3-nitro-1H-pyrazol-1-yl)methyl)nicotinonitrile